ethyl 2-({5'-chloro-3'-fluoro-2'-[(5-methylpyridine-3-sulfonyl) amino] [1,1'-biphenyl]-4-yl} oxy)-2-methylpropionate ClC=1C=C(C(=C(C1)C1=CC=C(C=C1)OC(C(=O)OCC)(C)C)NS(=O)(=O)C=1C=NC=C(C1)C)F